tert-butyl (4,4-difluorocyclohexyl)(2-(4-(hydroxymethyl) thiazol-2-yl)-6-morpholinopyrimidin-4-yl)carbamate FC1(CCC(CC1)N(C(OC(C)(C)C)=O)C1=NC(=NC(=C1)N1CCOCC1)C=1SC=C(N1)CO)F